N-methyl-quinoxalinone tetradeca-2,4,6-trien-9-yl-acetate CC=CC=CC=CCC(CCCCC)CC(=O)O.CN1C(C=NC2=CC=CC=C12)=O